CN1N=C(N=C1NC1=NNC(=C1)C)NC1CC2CCC(C1)N2CCC#N 3-((3-Exo)-3-((1-methyl-5-((5-methyl-1H-pyrazol-3-yl)amino)-1H-1,2,4-triazol-3-yl)amino)-8-azabicyclo[3.2.1]oct-8-yl)propionitrile